N-(5-methyl-1,3,4-oxadiazol-2-yl)-2-(3,5-dichlorophenoxy)benzamide CC1=NN=C(O1)NC(C1=C(C=CC=C1)OC1=CC(=CC(=C1)Cl)Cl)=O